NC=1C(=NC(=CN1)Br)C(=O)OC methyl 3-amino-6-bromopyrazine-2-carboxylate